(Z)-2-(2-chloro-5-nitrobenzylidene)-6-hydroxybenzofuran-3(2H)-one ClC1=C(\C=C\2/OC3=C(C2=O)C=CC(=C3)O)C=C(C=C1)[N+](=O)[O-]